OC(CC(=O)[O-])CC(C=CC=1C(=NC2=CC=CC=C2C1C1=CC=C(C=C1)F)C1CC1)O 3,5-dihydroxyl-7-[2-cyclopropyl-4-(4-fluorophenyl)-3-quinolyl]-6-heptenoate